2,2'-((thiobis(ethane-2,1-diyl))bis(piperidine-1,4-diyl))bis(ethan-1-ol) S(CCN1CCC(CC1)CCO)CCN1CCC(CC1)CCO